2-chloro-7-(1-ethylcyclopentyl)-5-fluoroimidazo[5,1-f][1,2,4]triazine ClC1=NN2C(C=N1)=C(N=C2C2(CCCC2)CC)F